Cl.Cl.Cl.N1(C=NC2=C1C=CC=C2)CCCN2CCC(CC2)C=2N=NC1=CC(=CC(=C1C2)F)C=2C=C(C=1N(N2)C=C(N1)C)C 3-{1-[3-(1H-Benzimidazol-1-yl)propyl]piperidin-4-yl}-7-(2,8-dimethylimidazo[1,2-b]pyridazin-6-yl)-5-fluorocinnolin-Trihydrochlorid